C(C)(C)(C)OC(=O)N1N=C(C(=C1)C1=NC=CC=C1)OC 3-methoxy-4-(pyridin-2-yl)-1H-pyrazole-1-carboxylic acid tert-butyl ester